2-(4-Isopropyl-[1,4]diazepan-1-yl)-1,7,11b-triaza-benzo[c]fluorene-6-carboxylic acid methylamide CNC(=O)C1=CC2=C(N3C=4C=CC=CC4N=C13)N=C(C=C2)N2CCN(CCC2)C(C)C